ethyl 2,4-dimethyl-5-((2-(trifluoromethyl)pyridin-3-yl)methoxy)benzofuran-3-carboxylate CC=1OC2=C(C1C(=O)OCC)C(=C(C=C2)OCC=2C(=NC=CC2)C(F)(F)F)C